(E)-4-(3-ethoxy-3-oxoprop-1-en-1-yl)-2-fluoro-5-nitrobenzoic acid methyl ester COC(C1=C(C=C(C(=C1)[N+](=O)[O-])\C=C\C(=O)OCC)F)=O